FC=1C(=C(C=NC1)CC(C(=O)N)(C)C)I (5-fluoro-4-iodopyridin-3-yl)-2,2-dimethylpropionamide